CC1=CC=NN1CC12CC3(C[C@@H](C[C@H](C1)C3)C2)C(=O)OCC2=CC=CC=C2 benzyl (1s,3r,5R-7S)-3-((5-methyl-1H-pyrazol-1-yl)methyl)adamantane-1-carboxylate